Isooctadecenol C(=CCCCCCCCCCCCCCC(C)C)O